N[C@@H]1C2=CC=CC=C2CC12CCN(CC2)C=2NC(C1=C(N2)NN=C1C(=C)C=1C(=NC=C(C1)Cl)N)=O (S)-6-(1-amino-1,3-dihydro-spiro[inden-2,4'-piperidin]-1'-yl)-3-(1-(2-amino-5-chloropyridin-3-yl)vinyl)-1,5-dihydro-4H-pyrazolo[3,4-d]pyrimidin-4-one